C1(CCCC1)NC(CSC=1OC(=NN1)C1=NNC(C1)(C(F)(F)F)C1=CC(=CC(=C1)Cl)Cl)=O N-cyclopentyl-2-((5-(5-(3,5-dichlorophenyl)-5-(trifluoromethyl)-4,5-dihydro-1H-pyrazol-3-yl)-1,3,4-oxadiazol-2-yl)thio)acetamide